OC1=C2C(C=3C=CC=C(C3C(C2=C(C=C1)O)=O)CCCS(=O)(=O)O)=O 5,8-dihydroxyanthraquinonepropanesulfonic acid